N1(N=CC=C1)CC1=C(C(=C(C(=O)OC)C=C1)F)Br methyl 4-((1H-pyrazol-1-yl)methyl)-3-bromo-2-fluorobenzoate